methyl (S)-2-((tert-butoxycarbonyl)amino)-4-methylenehexanoate C(C)(C)(C)OC(=O)N[C@H](C(=O)OC)CC(CC)=C